(S)-3-(((6-(4-isopropoxy-2-methylphenyl)-1,2,3,4-tetrahydroisoquinolin-1-yl)methyl)amino)isonicotinic acid C(C)(C)OC1=CC(=C(C=C1)C=1C=C2CCN[C@@H](C2=CC1)CNC1=C(C(=O)O)C=CN=C1)C